N-(2-aminoethyl)-3-[[2-(3-carbamimidoylphenyl)-1-(6-methoxy-1,3-benzothiazol-2-yl)ethyl]sulfamoyl]benzamide dihydrochloride Cl.Cl.NCCNC(C1=CC(=CC=C1)S(NC(CC1=CC(=CC=C1)C(N)=N)C=1SC2=C(N1)C=CC(=C2)OC)(=O)=O)=O